1-bromo-2-nitro-4-((1,1,1-trifluoropropan-2-yl)oxy)benzene BrC1=C(C=C(C=C1)OC(C(F)(F)F)C)[N+](=O)[O-]